4-((dimethylamino)methyl)-2,3,5,6-tetrafluorobenzenesulfonamide CN(C)CC1=C(C(=C(C(=C1F)F)S(=O)(=O)N)F)F